7-chloro-9-cyclopropyl-N-(2,4-dimethoxybenzyl)imidazo[1,5-a]quinoxalin-4-amine ClC=1C=C2N=C(C=3N(C2=C(C1)C1CC1)C=NC3)NCC3=C(C=C(C=C3)OC)OC